tert-butyl 2-bromo-5-cyclobutyl-7-methyl-8-oxo-6H-pyrido[2,3-b]pyrazine-7-carboxylate BrC=1N=C2C(=NC1)N(CC(C2=O)(C(=O)OC(C)(C)C)C)C2CCC2